((5-(2-chlorophenyl)-1,3,4-oxadiazol-2-yl)methyl)spiro[chromane-2,4'-piperidin]-4-one ClC1=C(C=CC=C1)C1=NN=C(O1)CN1CCC2(CC1)OC1=CC=CC=C1C(C2)=O